[Si].CC(=C)C1=CC=CC=C1 methyl-phenyl-ethylene silicon